5-Bromo-1-cyclopentyl-N-[4-[(6,7-dimethoxy-1,5-naphthyridin-4-yl)oxy]-3-fluorophenyl]-4,6-dimethyl-2-oxopyridine-3-carboxamide BrC=1C(=C(C(N(C1C)C1CCCC1)=O)C(=O)NC1=CC(=C(C=C1)OC1=CC=NC2=CC(=C(N=C12)OC)OC)F)C